C(CCC)C1=NC2(C(N1CC1=CC=C(C3=C1C=C(O3)C)C3=C(C=CC=C3)S(=O)(=O)N(COC)C3=NOC(=C3C)C)=O)CCCC2 2-(4-((2-Butyl-4-oxo-1,3-diazaspiro[4.4]non-1-en-3-yl)methyl)-2-methylbenzofuran-7-yl)-N-(4,5-dimethylisoxazol-3-yl)-N-(methoxymethyl)benzenesulfonamide